FC(C(=O)NC(C(=O)O)C12CC3(CC(CC(C1)C3)C2)OC(=O)C(F)(F)F)(F)F 2-trifluoroacetamido-2-[3-(trifluoroacetoxyl)adamantane-1-yl]acetic acid